2-{1-[2-(2,6-dioxopiperidin-3-yl)-1,3-dioxo-2,3-dihydro-1H-isoindol-4-yl]piperidin-4-yl}acetic acid O=C1NC(CCC1N1C(C2=CC=CC(=C2C1=O)N1CCC(CC1)CC(=O)O)=O)=O